racemic-tert-butyl 4-(((3S*,4R*)-4-(4-cyanophenyl)-1-methylpyrrolidin-3-yl)methyl)-5-cyclopropyl-7-methyl-1H-indole-1-carboxylate C(#N)C1=CC=C(C=C1)[C@H]1[C@@H](CN(C1)C)CC1=C2C=CN(C2=C(C=C1C1CC1)C)C(=O)OC(C)(C)C |r|